COC1=C(C=2C=CC3=C4C=CC=CC4=CC=C3C2C=C1)OC dimethoxychrysene